1-(2-(dimethylamino)ethyl)-2-((6-(trifluoromethoxy)benzo[d]oxazol-2-yl)amino)-1H-benzo[d]imidazole-5-carboxylic acid ethyl ester C(C)OC(=O)C1=CC2=C(N(C(=N2)NC=2OC3=C(N2)C=CC(=C3)OC(F)(F)F)CCN(C)C)C=C1